C(=O)(O)CC[Si](OCC)(OCC)OCC β-carboxyethyltriethoxysilane